(3r,5s)-3-((3-(4-amino-2-methylpyrido[3,2-d]pyrimidin-6-yl)phenyl)ethynyl)-3-hydroxy-1,5-dimethylpyrrolidin-2-one NC=1C2=C(N=C(N1)C)C=CC(=N2)C=2C=C(C=CC2)C#C[C@]2(C(N([C@H](C2)C)C)=O)O